NCC=1C=CC(=C(C(=O)NC(C)C=2C=C(C=C(C2)C=2C=NN(C2)C)C2=CC(=CC=C2)Cl)C1)C 5-(aminomethyl)-N-(1-(3'-chloro-5-(1-methyl-1H-pyrazol-4-yl)-[1,1-biphenyl]-3-yl)ethyl)-2-methylbenzamide